P(=O)(OC1=C(C=CC=C1)C)(OC1=C(C=CC=C1)C)O di(2-methylphenyl) hydrogen phosphate